4-bromo-2,6-dichlorobenzonitrile BrC1=CC(=C(C#N)C(=C1)Cl)Cl